C(C)(C)OC=1C=CN=C2C(=CC(=NC12)C=1C=C2CN(C(C2=CC1)=O)C1C(NC(CC1)=O)=O)CN1CCCC1 3-(5-(8-isopropoxy-4-(pyrrolidin-1-ylmethyl)-1,5-naphthyridin-2-yl)-1-oxoisoindolin-2-yl)piperidine-2,6-dione